N-(2-(trifluoromethyl)Pyridin-4-yl)-1H-pyrazole-4-carboxamide FC(C1=NC=CC(=C1)NC(=O)C=1C=NNC1)(F)F